sodium [4-amino-1-hydroxy-1-(hydroxy-oxido-phosphoryl)-butyl]phosphonic acid trihydrate O.O.O.NCCCC(P(=O)([O-])O)(O)P(O)(O)=O.[Na+]